COCCN1C[C@@H]([C@H](CC1)NC(=O)C1=CC(=CC=2N(C=NC21)CC(F)(F)F)C#CCNC2=C(C=C(C=C2)S(=O)(=O)C)OC(C)C)C N-[(3S,4S)-1-(2-methoxyethyl)-3-methyl-4-piperidyl]-6-[3-(2-isopropoxy-4-mesylphenylamino)-1-propynyl]-1-(2,2,2-trifluoroethyl)-1H-1,3-benzimidazole-4-carboxamide